O=C1N(C(C2=C3C=4C(=CC=C13)C1=CC(=CC=C1OC4C=C2)C2=CC=C(C=C2)C(F)(F)F)=O)C2=CC=C(C=C2)CC(=O)O 2-(4-(1,3-dioxo-9-(4-(trifluoromethyl)phenyl)-1H-xantheno[2,1,9-def]isoquinolin-2(3H)-yl)phenyl)acetic acid